2-(2-(cyclopropanesulfonamido)thiazol-4-yl)-2-methyl-N-(4-(4-(trifluoromethyl)pyridin-3-yl)phenyl)propanamide C1(CC1)S(=O)(=O)NC=1SC=C(N1)C(C(=O)NC1=CC=C(C=C1)C=1C=NC=CC1C(F)(F)F)(C)C